2-Adamantyl methacrylate C(C(=C)C)(=O)OC1C2CC3CC(CC1C3)C2